bis(4-t-butylphenyl-iodonium) perfluoroethanedisulfonate FC(C(S(=O)(=O)[O-])(F)F)(S(=O)(=O)[O-])F.C(C)(C)(C)C1=CC=C(C=C1)[IH+].C(C)(C)(C)C1=CC=C(C=C1)[IH+]